C(C)OCCN(C(C#CC([O-])=S)(C)C)C 4-[2-ethoxyethyl (methyl) amino]-4-methyl-pent-2-yn-thioate